(S)-3-aminobutanamide hydrochloride Cl.N[C@H](CC(=O)N)C